[Cl-].C(CCC)[NH+]1CC(CCC1)CCCC 1,3-dibutylpiperidinium chloride